N(N)C1=NC=C(C(=N1)N1CC=2C=C(C=NC2CC1)C(F)(F)F)C 6-(2-Hydrazineyl-5-methylpyrimidin-4-yl)-3-(trifluoromethyl)-5,6,7,8-tetrahydro-1,6-naphthyridine